BrC1=CC(=C(OCCO[Si](C(C)C)(C(C)C)C(C)C)C=C1[N+](=O)[O-])S(=O)(=O)C(C)(C)C (2-(4-bromo-2-(tert-butylsulfonyl)-5-nitrophenoxy)ethoxy)triisopropylsilane